CC=1C=CC=2C(C3=CC=C(C=C3OC2C1)C)NC(=O)C=1C(NC(=CC1)C1=CC=CC=C1)=O N-(3,6-dimethyl-9H-xanthen-9-yl)-2-oxo-6-phenyl-1,2-dihydropyridine-3-carboxamide